Methyl 2-((S)-2-((((3-chlorobenzyl)oxy)carbonyl)amino)-3-cyclohexylpropanamido)-3-(6-oxo-5-azaspiro[3.4]octan-7-yl)propanoate ClC=1C=C(COC(=O)N[C@H](C(=O)NC(C(=O)OC)CC2C(NC3(CCC3)C2)=O)CC2CCCCC2)C=CC1